C(C=C)(=O)N1CC2COC3=C(C(N2CC1)=O)[C@H](NC(=C3F)C3=C(C=CC=C3)F)N3C(C[C@@H](C3)O)(C)C (R)-8-acryloyl-4-fluoro-3-(2-fluorophenyl)-1-((S)-4-hydroxy-2,2-dimethylpyrrolidin-1-yl)-6,6a,7,8,9,10-hexahydro-2H-pyrazino[2,1-c]pyrido[3,4-f][1,4]oxazepin-12-one